4-(4,8-dimethyl-non-3,7-dienyl)pyridine CC(=CCCC1=CC=NC=C1)CCC=C(C)C